1-Nonyl-3-Methylpyridinium fluorid [F-].C(CCCCCCCC)[N+]1=CC(=CC=C1)C